(1R,2S,5S)-2-(((7-Fluoroquinolin-6-yl)methyl)amino)-5-(((R)-1-(imidazo[1,2-a]pyridin-8-yl)ethyl)amino)cyclohexan-1-ol FC1=C(C=C2C=CC=NC2=C1)CN[C@@H]1[C@@H](C[C@H](CC1)N[C@H](C)C=1C=2N(C=CC1)C=CN2)O